N[C@H](C(=O)NC1=CC(=C(C=C1)C1=C2C(=NC=C1)NC=C2)Cl)CC(C)C (2S)-2-Amino-N-[3-chloro-4-(1H-pyrrolo[2,3-b]pyridin-4-yl)phenyl]-4-methyl-pentanamide